C(C)O[Si](OCC)(OCC)CCCNC1=NC(=NC(=N1)S)S triethoxysilylpropylamino-1,3,5-triazine-2,4-dithiol